C(=C)C=1C=NC=2N(C1)N=CC2C(=O)OCC 1-Ethyl 6-vinylpyrazolo[1,5-a]pyrimidine-3-carboxylate